N1=CC(=CC=C1)N1C[C@@H](CC1)C(=O)O 1-Pyridin-3-yl-pyrrolidine-3(R)-carboxylic acid